C1(CC=CC2=CC=CC=C12)=NCCC[Si](OCC)(OCC)OCC N-naphthylidene-3-(triethoxysilyl)propan-1-amine